ClC1=CC(NC(N1CC=O)=O)=O 2-(6-Chloro-2,4-dioxo-3,4-dihydropyrimidin-1(2H)-yl)acetaldehyde